NC1=C(C=C(C=C1)C1CCN(CC1)C(=O)OC(C)(C)C)C(NCC(=O)OC)=O tert-Butyl 4-[4-amino-3-[(2-methoxy-2-oxoethyl)carbamoyl]phenyl]piperidine-1-carboxylate